C(OC1=CC=C(C=C1)[N+](=O)[O-])(O[C@H]1CN(C(C1)=O)C1COC1)=O (4-nitrophenyl) [(3R)-1-(oxetan-3-yl)-5-oxo-pyrrolidin-3-yl] carbonate